ClC=1C=CC2=C(C(=NCC(N2C)=O)C2=CC=CC=C2)C1 7-chloro-1-methyl-5-phenyl-1H-1,4-benzodiazepin-2(3H)-one